FC1=CC=C(C(=O)NC2=CC=C(C3=CC=CC=C23)NC(CC(C)C)=O)C=C1 4-Fluoro-N-(4-(3-methylbutanamidyl)naphthalen-1-yl)benzamide